5,6-dibutylamino-1,8-diaza-bicyclo(5.4.0)undecene C(CCC)NC1CC=CN2CCCNC2C1NCCCC